CN(C1CCC2(CN(C2)C(=O)NC2=NC(=NS2)SC)CC1)C=1C2=C(N=CN1)NC=C2 7-(Methyl(7H-pyrrolo[2,3-d]pyrimidin-4-yl)amino)-N-(3-(methylthio)-1,2,4-thiadiazol-5-yl)-2-azaspiro[3.5]nonane-2-carboxamide